COC1=CC2=C(C=3C=CC(NC3C=C2)(C2=CC=CC=C2)C2=C(C=CC=C2)OC)C=C1 8-methoxy-3-(2-methoxyphenyl)-3-phenyl-3,4-dihydrobenzo[f]quinoline